(tert-butyl) 2-methyl (E)-4-(3-oxobut-1-en-1-yl)-1H-pyrrole-1,2-dicarboxylate O=C(/C=C/C=1C=C(N(C1)C(=O)OC(C)(C)C)C(=O)OC)C